2-((1S,2S)-2-(3-chlorophenyl)cyclopropyl)-4-methoxy-1,6-naphthyridin-7-amine ClC=1C=C(C=CC1)[C@@H]1[C@H](C1)C1=NC2=CC(=NC=C2C(=C1)OC)N